O[C@@H]1CN(CC[C@H]1NC1=NC2=C(C=CC=C2C=N1)C(=O)N[C@H]1CC2=C(NC=N2)CC1)S(=O)(=O)C |o1:21| 2-(((3R,4R)-3-hydroxy-1-(methylsulfonyl)piperidin-4-yl)amino)-N-((R*)-4,5,6,7-tetrahydro-1H-benzo[d]imidazol-5-yl)quinazoline-8-carboxamide